C(C)(C)C1=C(NC2=CN=C(C=C21)N2CCNCC2)C=2C=C(C=1N(C2)N=CN1)OC 6-(3-isopropyl-5-(piperazin-1-yl)-1H-pyrrolo[2,3-c]pyridin-2-yl)-8-methoxy-[1,2,4]triazolo[1,5-a]pyridine